FC(C(C)(C)C)C1=CC(=CC2=C1N=C(S2)C2=C1N=CC(=NC1=CC(=C2)C)OC)OC 4-(1-fluoro-2,2-dimethylpropyl)-6-methoxy-2-(2-methoxy-7-methylquinoxalin-5-yl)benzo[d]Thiazole